OC1=C(CN2C3=C1C=CC=C3C=3C=CC=CC23)C(C(F)(F)F)=O 4-hydroxy-5-(2,2,2-trifluoroethan-1-one-1-yl)-6H-pyrido[3,2,1-jk]carbazol